ureidomonosilane N(C(=O)N)[SiH3]